(difluoromethyl)pyrazole-4-carboxylic acid FC(F)C1=NNC=C1C(=O)O